COC1=CC=C(C=N1)CC=1C=CC(=NC1)N 5-((6-methoxypyridin-3-yl)methyl)pyridin-2-amine